ClC=1C=C(C=CC1)/C(/CNC(=O)[C@@H]1[C@H](C1)C1=CC=CC=C1)=C\CO (1S,2S)-N-[(2E)-2-(3-chlorophenyl)-4-hydroxybut-2-en-1-yl]-2-phenylcyclopropane-1-carboxamide